2-amino-7-((3'-chloro-[1,1'-biphenyl]-2-yl)oxy)-1,2,3,4-tetrahydronaphthalene-2-carboxylic acid NC1(CC2=CC(=CC=C2CC1)OC1=C(C=CC=C1)C1=CC(=CC=C1)Cl)C(=O)O